5-[4-(5-methoxypyridin-2-yl)-1,2,3-triazol-1-yl]-1-oxo-3H-isoindol-2-ylpiperidine-2,6-dione COC=1C=CC(=NC1)C=1N=NN(C1)C=1C=C2CN(C(C2=CC1)=O)N1C(CCCC1=O)=O